S1C=NC2=C1C(=CC=C2)S(=O)(=O)CCC(=O)N2C1CN(CC2CC1)C1=CC=C(C=N1)C#N 6-{8-[3-(1,3-benzothiazole-7-sulfonyl)propanoyl]-3,8-diazabicyclo[3.2.1]octan-3-yl}pyridine-3-carbonitrile